1-(2-(4-(tert-butyl)phenyl)-4-(4-fluorophenoxy)butyl)-1H-imidazole C(C)(C)(C)C1=CC=C(C=C1)C(CN1C=NC=C1)CCOC1=CC=C(C=C1)F